C(C)(C)(C)OC(=O)N1[C@H]2CN(C[C@@H]1CC2)C2=CC=C(C=C2)[N+](=O)[O-].OC2=CC=C(C=C2)C(C)(C)C2=CC(=CC=C2)C(C)(C)C2=CC=C(C=C2)O α,α'-bis(4-hydroxyphenyl)-m-diisopropyl-benzene Tert-butyl-(1R,5S)-3-(4-nitrophenyl)-3,8-diazabicyclo[3.2.1]octane-8-carboxylate